Cl.Cl.NCCCCN(C1=C2CN(C(C2=CC=C1)=O)C1C(NC(CC1)=O)=O)C1CCC(CC1)CN 3-(4-((4-aminobutyl)((1s,4s)-4-(aminomethyl)cyclohexyl)amino)-1-oxoisoindolin-2-yl)piperidine-2,6-dione dihydrochloride